C([O-])([O-])=O.[Ag+].[Ag+] silver(I) carbonate